FC1=C(C=CC(=C1)F)CNC(=O)C=1C(C(=C2N(C[C@@H]3N([C@H](CCN3CCOC)C)C2=O)C1)O)=O (4S,12aS)-N-[(2,4-difluorophenyl)methyl]-7-hydroxy-4-methyl-1-[2-(methyloxy)ethyl]-6,8-dioxo-1,2,3,4,6,8,12,12a-octahydropyrido[1',2':4,5]pyrazino[1,2-a]pyrimidine-9-carboxamide